ClC=1C(=C(CN2[C@@H](C[C@@](CC2)(C(=O)O)CC2=NC(=NC=C2F)NC2=NNC(=C2)C)C)C=CC1)F (2R,4R)-1-(3-chloro-2-fluorobenzyl)-4-((5-fluoro-2-((5-methyl-1H-pyrazol-3-yl)amino)pyrimidin-4-yl)methyl)-2-methyl-piperidine-4-carboxylic acid